FC(OC=1C=C(C=CC1)C1=NN(C=2C[C@@H](CCC12)C(=O)N[C@@]1(CS(CC1)(=O)=O)C)C(C)C)F (R)-3-(3-(difluoromethoxy)phenyl)-1-isopropyl-N-((S)-3-methyl-1,1-dioxidotetrahydrothiophen-3-yl)-4,5,6,7-tetrahydro-1H-indazole-6-carboxamide